C(C)OC=1C=C(C=NC1)C1=CC(=C(C=O)C=C1)OC 4-(5-ethoxypyridin-3-yl)-2-methoxybenzaldehyde